FC(C(=O)O)(F)F.COC=1C=C(C=NC1)N1CCNCC1 1-(5-methoxypyridin-3-yl)piperazine 2,2,2-trifluoroacetate